trans-methyl 2-(4-((2R,3R)-3-(2-oxabicyclo[2.2.2]octan-4-ylmethoxy)-2-aminobutoxy)cyclohexyl)benzoate C12OCC(CC1)(CC2)CO[C@@H]([C@@H](CO[C@@H]2CC[C@H](CC2)C2=C(C(=O)OC)C=CC=C2)N)C